dodecylamine acrylate C(C=C)(=O)O.C(CCCCCCCCCCC)N